COC=1C=C(C=CC1OC)C1=CC=NC=2N1N=C(C2)C(=O)NC2=CC=C(C(=O)OCCCN1CCOCC1)C=C2 3-morpholinopropyl 4-(7-(3,4-dimethoxyphenyl)pyrazolo[1,5-a]pyrimidine-2-carboxamido)benzoate